C(C)S(=O)(=O)C1=CC=C(C=C1)[C@H](CO)NC(C1=CC(=C(C=C1)N1S(C2=C(CC1C)N=C(C=C2)OC)(=O)=O)F)=O N-((R)-1-(4-(ethylsulfonyl)phenyl)-2-hydroxyethyl)-3-fluoro-4-(6-methoxy-3-methyl-1,1-dioxo-3,4-dihydro-2H-pyrido[2,3-e][1,2]thiazin-2-yl)benzamide